C(C)(=O)C1=C2C=C(N=CC2=C(N=C1)NC)NC(=O)C1CC1 N-(5-acetyl-8-(methylamino)-2,7-naphthyridin-3-yl)cyclopropanecarboxamide